3-((2S)-2-hydroxy-3-(8-(4-(trifluoromethoxy)phenylsulfonyl)-1-oxa-8-azaspiro[4.5]decan-3-ylamino)propoxy)-N-methylbenzenesulfonamide O[C@H](COC=1C=C(C=CC1)S(=O)(=O)NC)CNC1COC2(C1)CCN(CC2)S(=O)(=O)C2=CC=C(C=C2)OC(F)(F)F